2,4-diethylpyridine C(C)C1=NC=CC(=C1)CC